C(#N)/C(/C(=O)NC1=NC=C(C=N1)C(=O)NC1=CC=CC=C1)=C(\C=1C=NOC1C)/O 2-[[(Z)-2-cyano-3-hydroxy-3-(5-methylisoxazol-4-yl)prop-2-enoyl]amino]-N-phenyl-pyrimidin-5-carboxamide